4-amino-7-bromo-1,3-dimethylquinolin-2(1H)-one NC1=C(C(N(C2=CC(=CC=C12)Br)C)=O)C